N-((3-(3-(tert-butyl)-1H-pyrazol-1-yl)pyridin-2-yl)methyl)-2-chloro-9-isopropyl-9H-purin-6-amine C(C)(C)(C)C1=NN(C=C1)C=1C(=NC=CC1)CNC1=C2N=CN(C2=NC(=N1)Cl)C(C)C